(2R)-N-(4-tert-butylphenyl)-N-[2-(3-hydroxy-3-methyl-azetidin-1-yl)-2-oxo-1-(3-pyridyl)ethyl]pyrrolidine-2-carboxamide C(C)(C)(C)C1=CC=C(C=C1)N(C(=O)[C@@H]1NCCC1)C(C(=O)N1CC(C1)(C)O)C=1C=NC=CC1